bis(tri-tert-butylphosphine) nickel (II) dichloride [Ni](Cl)Cl.C(C)(C)(C)P(C(C)(C)C)C(C)(C)C.C(C)(C)(C)P(C(C)(C)C)C(C)(C)C